methyl 2-((tert-butoxycarbonyl) amino)-7-(phenanthr-3-yloxy)-1,2,3,4-tetrahydronaphthalene-2-carboxylate C(C)(C)(C)OC(=O)NC1(CC2=CC(=CC=C2CC1)OC=1C=CC=2C=CC3=CC=CC=C3C2C1)C(=O)OC